CN1CCC(CC1)N1N=CC(=C1)NC=1N=C(C2=C(N1)C=CS2)N2N=CCC2C2=CC=CC=C2 N-(1-(1-methylpiperidin-4-yl)-1H-pyrazol-4-yl)-4-(5-phenyl-4,5-dihydro-1H-pyrazol-1-yl)thieno[3,2-d]pyrimidin-2-amine